C(C)C1=NN(C2=NC(=NC(=C21)NCC2=CC=C(C=C2)F)C2=CC(=C(C(=O)OC)C=C2)F)C Methyl 4-(3-ethyl-4-((4-fluorobenzyl)amino)-1-methyl-1H-pyrazolo[3,4-d]pyrimidin-6-yl)-2-fluorobenzoate